FC(C(=O)O)(F)F.NC1=NN2C(N=CC=C2)=C1C(=O)NC(C)C=1C=C(C=2N(C1N1CCS(CC1)(=O)=O)C=NC2)Cl 2-Amino-N-(1-[8-chloro-5-(1,1-dioxidothiomorpholin-4-yl)imidazo[1,5-a]pyridin-6-yl]ethyl)pyrazolo[1,5-a]pyrimidine-3-carboxamide trifluoroacetate salt